C1(CC1)C1=C(C(=NO1)C1=C(C=CC=C1)OC(F)(F)F)COC1C[C@H]2CC[C@@H](C1)N2C2=CC=C(C=C2)C2=NN(C(=C2)C(=O)O)C(C)C 3-(4-((1R,3r,5S)-3-((5-cyclopropyl-3-(2-(trifluoromethoxy)phenyl)isoxazol-4-yl)methoxy)-8-azabicyclo[3.2.1]octan-8-yl)phenyl)-1-isopropyl-1H-pyrazole-5-carboxylic acid